C(C1=CC=CC=C1)OCCOCCOCCOC1=NC=C(C(=C1)C)[N+](=O)[O-] 2-[2-[2-(2-benzyloxyethoxy)ethoxy]ethoxy]-4-methyl-5-nitro-pyridine